FC1=NC(=CC(=C1F)F)F 2,3,4,6-tetrafluoropyridine